CN(C(C(F)F)C1=NN2C(CN(CCC2)C(=O)OC(C)(C)C)=C1)C tert-butyl 2-[1-(dimethylamino)-2,2-difluoro-ethyl]-4,6,7,8-tetrahydropyrazolo[1,5-a][1,4]diazepine-5-carboxylate